2'-(Carboxymethoxy)-4'-(3-methyl-2-butenyloxy)-4-(2-propenyl)chalcone C(=O)(O)COC1=C(C(/C=C/C2=CC=C(C=C2)CC=C)=O)C=CC(=C1)OCC=C(C)C